1-(((3S)-1-((3-cyano-1-azetidinyl)sulfonyl)-3-piperidinyl)carbonyl)-N-((1R)-1-(2-(difluoromethoxy)-4-fluorophenyl)ethyl)-D-prolinamide C(#N)C1CN(C1)S(=O)(=O)N1C[C@H](CCC1)C(=O)N1[C@H](CCC1)C(=O)N[C@H](C)C1=C(C=C(C=C1)F)OC(F)F